S1C(=NC2=C1C=CC=C2)NC(=O)C2C(CCCC2)C N-(1,3-benzothiazol-2-yl)-2-methylcyclohexane-1-carboxamide